methoxy-1-oxopropan COC(CC)=O